C1(CC1)C=1C=CC=2N(C1)C=C(N2)C(C)NC=2C=CC(=C(C2)NC(=O)[C@@H]2[C@H](C2)C2=NC=CC(=N2)C)S(N)(=O)=O (1S,2S)-N-(5-((1-(6-cyclopropylimidazo[1,2-a]pyridin-2-yl)ethyl)amino)-2-sulfamoylphenyl)-2-(4-methylpyrimidin-2-yl)cyclopropane-1-carboxamide